2-[4-methyl-2-oxo-3-[5-(1H-pyrazolo[3,4-c]pyridin-4-yl)pyrimidin-2-yl]benzimidazol-1-yl]-N-[(1R)-2,2,2-trifluoro-1-methyl-ethyl]acetamide CC1=CC=CC=2N(C(N(C21)C2=NC=C(C=N2)C2=C1C(=CN=C2)NN=C1)=O)CC(=O)N[C@@H](C(F)(F)F)C